6-((trifluoromethyl)thio)indoline FC(SC1=CC=C2CCNC2=C1)(F)F